N1,N1'-(propane-1,3-diyl)bis(propane-1,3-diamine) C(CCNCCCN)NCCCN